C1(CC1)NC(=O)NC=1C=NN2C1N=C(C=C2)N2[C@H](C[C@H](C2)F)C2=C(C=CC(=C2)F)F 1-cyclopropyl-3-(5-((2R,4R)-2-(2,5-difluorophenyl)-4-fluoropyrrolidin-1-yl)pyrazolo[1,5-a]pyrimidin-3-yl)urea